(3R)-4-(9H-fluoren-9-ylmethoxycarbonyl)thiomorpholine-3-carboxylic acid C1=CC=CC=2C3=CC=CC=C3C(C12)COC(=O)N1[C@@H](CSCC1)C(=O)O